(±)-Ethyl (1S,SR)-2-oxobicyclo[3.1.0]hexane-6-carboxylate O=C1[C@@H]2[C@@H]([C@H]2CC1)C(=O)OCC |&1:3,4|